C(=O)(OC(C)(C)C)N1CCC(CC1)CC(=O)O 1-boc-piperidin-4-ylacetic acid